CN1N=NN=C1C1=CC=NC=C1 4-(1-methyltetrazol-5-yl)pyridine